5-aminoisophthalaldehyde bis(thiosemicarbazone) N(NC(=S)N)=CC1=CC(C=NNC(=S)N)=CC(=C1)N